tert-butyl (2S,4S)-4-((3-amino-7-bromo-2-(3-(dimethylamino)-3-methylazetidin-1-yl)-8-fluoro-6-iodoquinolin-4-yl)amino)-2-(cyanomethyl)piperidine-1-carboxylate NC=1C(=NC2=C(C(=C(C=C2C1N[C@@H]1C[C@H](N(CC1)C(=O)OC(C)(C)C)CC#N)I)Br)F)N1CC(C1)(C)N(C)C